stearyl-trimethyl-saccharine ammonium [NH4+].C(CCCCCCCCCCCCCCCCC)C1=C(C(=C2C(N(S(=O)(=O)C2=C1)C)=O)C)C